CC1=NC=2C(=NC=CC2C2CCN(CC2)C(=O)C2=CC=C(C=C2)OC(F)(F)F)N1 [4-(2-methyl-3H-imidazo[4,5-b]pyridin-7-yl)-1-piperidyl]-[4-(trifluoromethoxy)phenyl]methanone